4-(chloromethyl)-1,5-dimethyl-1H-pyrazole-3-carboxylic acid ethyl ester C(C)OC(=O)C1=NN(C(=C1CCl)C)C